3-(4-((8-((adamantan-1-yl)(methyl)amino)octyl)thio)-1-oxoisoindolin-2-yl)piperidine-2,6-dione C12(CC3CC(CC(C1)C3)C2)N(CCCCCCCCSC2=C3CN(C(C3=CC=C2)=O)C2C(NC(CC2)=O)=O)C